FC(OC=1C=C2CCC[C@@H](C2=CC1)NC(=O)N1NCC=2CNCCC21)F (S)-N-(6-(difluoromethoxy)-1,2,3,4-tetrahydronaphthalen-1-yl)-4,5,6,7-tetrahydro-2H-pyrazolo[4,3-c]pyridine-1-carboxamide